O1CCC12CCC(CC2)N 1-oxaspiro[3.5]nonan-7-amine